4-(6-chloro-4-phenoxypyridin-2-yl)morpholine ClC1=CC(=CC(=N1)N1CCOCC1)OC1=CC=CC=C1